C(CCCCCCC)(=O)OC1=CC=2C(C3=CC=CC=C3C(C2C=C1)=O)=O octanoic acid, 9,10-dihydro-9,10-dioxo-2-anthracenyl ester